tert-Butyl (1-amino-3-(1-methyl-2-oxo-1,2-dihydropyridin-3-yl)-1-oxopropan-2-yl)carbamate NC(C(CC=1C(N(C=CC1)C)=O)NC(OC(C)(C)C)=O)=O